tert-Butyl (tert-butoxycarbonyl)(9-((2-(3,4-difluorophenyl)-5-(3-((methoxycarbonyl)amino)-3-(1-methyl-1H-1,2,3-triazol-4-yl)piperidin-1-yl)pyridin-4-yl)methyl)-9H-purin-6-yl)carbamate C(C)(C)(C)OC(=O)N(C(OC(C)(C)C)=O)C1=C2N=CN(C2=NC=N1)CC1=CC(=NC=C1N1CC(CCC1)(C=1N=NN(C1)C)NC(=O)OC)C1=CC(=C(C=C1)F)F